N-(Pyridazin-4-yl)-1,2,3,4-tetrahydroisoquinolin-8-amine hydrochloride Cl.N1=NC=C(C=C1)NC=1C=CC=C2CCNCC12